1,3-dimethoxy-N-((1'-methyl-3H-spiro[benzofuran-2,4'-piperidin]-5-yl)methyl)propan-2-amine COCC(COC)NCC=1C=CC2=C(CC3(CCN(CC3)C)O2)C1